(2-ethylphenyl)-2-(2-((4-fluorobenzyl)thio)-4H-imidazo[4,5-b]pyridin-4-yl)butanamide C(C)C1=C(C=CC=C1)C(C(=O)N)(CC)N1C=2C(=CC=C1)N=C(N2)SCC2=CC=C(C=C2)F